N-(5-(5-((1R,2S)-2-fluorocyclopropyl)-1,2,4-oxadiazol-3-yl)-2-methylphenyl)-7-((2-hydroxypropoxy)methyl)imidazo[1,2-a]pyridine-3-carboxamide F[C@@H]1[C@H](C1)C1=NC(=NO1)C=1C=CC(=C(C1)NC(=O)C1=CN=C2N1C=CC(=C2)COCC(C)O)C